3-methylidene-1-[4-[(4-[[1,2,4]triazolo[1,5-a]pyridin-7-ylmethyl]phenyl)amino]quinazolin-6-yl]pyrrolidin-2-one C=C1C(N(CC1)C=1C=C2C(=NC=NC2=CC1)NC1=CC=C(C=C1)CC1=CC=2N(C=C1)N=CN2)=O